CC=1C=C2C=NN(C2=CC1)C1OCCCC1 5-methyl-1-(tetrahydro-2H-pyran-2-yl)-1H-indazole